11,15-dimethyl-nonacosane tetrafluoroborate F[B-](F)(F)F.CC(CCCCCCCCCC)CCCC(CCCCCCCCCCCCCC)C